FC1=C2C=C(NC2=CC(=C1)F)C(=O)N1CC=2N(CC1)N=CC2C(=O)N(C)C2(CC2)COC 5-(4,6-difluoro-1H-indole-2-carbonyl)-N-[1-(methoxymethyl)cyclopropyl]-N-methyl-4H,5H,6H,7H-pyrazolo[1,5-a]pyrazine-3-carboxamide